(2S,4r)-N-[1-(4-cyano-2-fluoro-phenyl)-3-piperidinyl]-1-[(2S)-2-(4-cyclopropyltriazol-1-yl)-3,3-dimethyl-butyryl]-4-hydroxy-pyrrolidine-2-carboxamide C(#N)C1=CC(=C(C=C1)N1CC(CCC1)NC(=O)[C@H]1N(C[C@@H](C1)O)C([C@H](C(C)(C)C)N1N=NC(=C1)C1CC1)=O)F